ClC1=NC(=C2N=C(N(C2=N1)CC)OC=1C=NC=CC1)N1CCOCC1 4-(2-chloro-9-ethyl-8-(pyridin-3-yloxy)-9H-purin-6-yl)morpholine